C1=C(C=CC=2SC3=CC=CC=C3CC12)C1=CC=C(C=C1)[SH2+] [4-(2-thioxanthenyl)phenyl]sulfonium